cholestenyl 3,5-diaminobenzoate NC=1C=C(C(=O)OC=C(C)CCC[C@@H](C)[C@H]2CC[C@H]3[C@@H]4CCC5CCCC[C@]5(C)[C@H]4CC[C@]23C)C=C(C1)N